FC1=C(C2=C(C(=C(C(=C2C(=C1F)F)F)F)F)F)[B-](C1=C(C(=C(C2=C(C(=C(C(=C12)F)F)F)F)F)F)F)(C1=C(C(=C(C2=C(C(=C(C(=C12)F)F)F)F)F)F)F)C1=C(C(=C(C2=C(C(=C(C(=C12)F)F)F)F)F)F)F.C(CCCCCCCCCCCCCCCCC)[NH+](C)CCCCCCCCCCCCCCCCCC dioctadecylmethylammonium tetrakis(perfluoronaphthalenyl)borate